COC=1C=C2CCN(CC2=CC1OC)\N=N\C1=CC=C(C=C1)C (E)-6,7-dimethoxy-2-(p-tolyldiazenyl)-1,2,3,4-tetrahydroisoquinoline